N-ethyl-5-fluoro-2-(6-{1-[(3R)-6-[8-(2-hydroxyethyl)-2-oxa-5,8-diazaspiro[3.5]non-5-yl]-2-methylhexan-3-yl]azetidin-3-yl}-3-methylimidazo[1,5-a]pyridin-8-yl)-N-(isopropyl)benzamide C(C)N(C(C1=C(C=CC(=C1)F)C=1C=2N(C=C(C1)C1CN(C1)[C@@H](C(C)C)CCCN1C3(COC3)CN(CC1)CCO)C(=NC2)C)=O)C(C)C